ClC=1C=C(C=CC1)N1CCN(C2=CC=CC=C12)C(C(C)N1CCN(CC1)C)=O 1-(4-(3-chlorophenyl)-3,4-dihydroquinoxaline-1(2H)-yl)-2-(4-methylpiperazin-1-yl)propan-1-one